(R)-(1-(2-(3'H-spiro[cyclopentane-1,1'-isobenzofuran]-4'-yl)acetamido)-2-(benzofuran-3-yl)ethyl)boronic acid C12(OCC3=C(C=CC=C13)CC(=O)N[C@@H](CC1=COC3=C1C=CC=C3)B(O)O)CCCC2